2-(3,4-difluorophenyl)-5-phenylOxazole-4-carboxylic acid ethyl ester C(C)OC(=O)C=1N=C(OC1C1=CC=CC=C1)C1=CC(=C(C=C1)F)F